3-((4-Amino-7-((5-methyl-6-(piperazin-1-yl)pyridin-3-yl)methyl)imidazo[2,1-f][1,2,4]triazin-2-yl)oxy)hexan-1-ol NC1=NC(=NN2C1=NC=C2CC=2C=NC(=C(C2)C)N2CCNCC2)OC(CCO)CCC